(R)-1-((1s,3S)-3-isopropylcyclobutyl)-3-(isoquinolin-4-yl)-2-oxoimidazoline-4-carbonitrile C(C)(C)C1CC(C1)N1C(N([C@H](C1)C#N)C1=CN=CC2=CC=CC=C12)=O